triphenyl-stibium C1(=CC=CC=C1)[Sb](C1=CC=CC=C1)C1=CC=CC=C1